aminoglucose ketoglutarate O=C(C(=O)O)CCC(=O)O.NC(=O)[C@H](O)[C@@H](O)[C@H](O)[C@H](O)CO